ClC1=NC(=CN=C1)C1=CC=CC=C1 2-chloro-6-phenylpyrazine